[OH-].C(CCCCCCCCCCCCCCC)C[N+](C)(C)CCCCCCCCCCCCCCCC hexadecyl-(cetyl)trimethylammonium hydroxide